COC=1C=C2C3(C(N(C2=CC1)C(=O)[O-])=O)CC3 5'-methoxy-2'-oxospiro[cyclopropane-1,3'-indole]-1'-carboxylate